N-[(2,4-dimethoxyphenyl)methyl]-1-[1-[(4-methoxyphenyl)methyl]-1,2,4-triazol-3-yl]-5-methyl-pyrazolo[3,4-c]pyridine-3-carboxamide COC1=C(C=CC(=C1)OC)CNC(=O)C1=NN(C2=CN=C(C=C21)C)C2=NN(C=N2)CC2=CC=C(C=C2)OC